hexamethylenebiscapric acid amide N(C(=O)CCCCCCCCC)CCCCCCNC(=O)CCCCCCCCC